3-chloro-5-(4-chlorophenyl)-(2,6-difluorophenyl)-6-methylpyridazine ClC=1N=NC(=C(C1C1=C(C=CC=C1F)F)C1=CC=C(C=C1)Cl)C